C1=C(C=CC=2C3=CC=C(C=C3NC12)C#N)C#N 9H-carbazole-2,7-dinitrile